tert-butyl 2-((5-(4-cyanophenyl)-1H-pyrazol-3-yl)carbamoyl)indoline-1-carboxylate C(#N)C1=CC=C(C=C1)C1=CC(=NN1)NC(=O)C1N(C2=CC=CC=C2C1)C(=O)OC(C)(C)C